C(C=C)N1N(C2=NC=NC=C2C1=O)C1=NC(=CC=C1)C(C)(C)O 2-allyl-1-[6-(1-hydroxy-1-methyl-ethyl)-2-pyridinyl]Pyrazolo[3,4-d]Pyrimidine-3-one